4'-((S)-2-(2-ethylphenyl)pyrrolidin-1-yl)-2',3',4',5'-tetrahydro-[1,1'-biphenyl]-4-carboxylic acid C(C)C1=C(C=CC=C1)[C@H]1N(CCC1)C1CCC(=CC1)C1=CC=C(C=C1)C(=O)O